[SiH3]C[Ti](C)(C1C=CC2=CC=CC=C12)NC(C)(C)C Silyl-(N-t-butylamino)(indenyl)dimethyl-titanium